5,7-dimethoxy-3-(3-((8-methylquinazolin-4-yl)thio)propoxy)-2-(3,4,5-trimethoxyphenyl)-4H-chromen-4-one COC1=C2C(C(=C(OC2=CC(=C1)OC)C1=CC(=C(C(=C1)OC)OC)OC)OCCCSC1=NC=NC2=C(C=CC=C12)C)=O